(S)-1-(6-chloro-5-methylpyrimidin-4-yl)-7'-(3,5-difluorophenyl)dihydro-1'H,3'H,5'H-spiro[piperidine-4,2'-pyrazolo[1,2-a]pyrazol]-1'-one ClC1=C(C(=NC=N1)N1CCC2(CN3N([C@@H](CC3)C3=CC(=CC(=C3)F)F)C2=O)CC1)C